C12CC(C1)(C2)C(C=2N=C1N(N2)[C@@H](C[C@@H]1F)C1=CC=CC=C1)(F)F (5s,7s)-2-[3-bicyclo[1.1.1]pentyl-(difluoro)methyl]-7-fluoro-5-phenyl-6,7-dihydro-5H-pyrrolo[1,2-b][1,2,4]triazole